tert-butyl 4-[4-[[6-[[1-(4-fluorophenyl)-2-oxo-pyridine-3-carbonyl]amino]-3-pyridyl]oxy]-1,7-naphthyridin-6-yl]piperazine-1-carboxylate FC1=CC=C(C=C1)N1C(C(=CC=C1)C(=O)NC1=CC=C(C=N1)OC1=CC=NC2=CN=C(C=C12)N1CCN(CC1)C(=O)OC(C)(C)C)=O